N1=C(N=CC2=NC=CN=C12)N1CCOCC1 pteridin-2-yl-morpholine